5-(2,6-dimethylpyridin-4-yl)-6-isopropyl-2-(1-((3-methyloxetan-3-yl)methyl)piperidin-4-yl)-4H-pyrrolo[3,2-d]thiazole CC1=NC(=CC(=C1)C1=C(C=2N=C(SC2N1)C1CCN(CC1)CC1(COC1)C)C(C)C)C